FC=1C2=C(C=NC1N1CC(C1)OC)N=C(N2)C2=CC(=CN2)C(=O)C2=C(C=CC=C2)C(F)(F)F (5-(7-fluoro-6-(3-methoxyazetidin-1-yl)-1H-imidazo[4,5-c]pyridin-2-yl)-1H-pyrrol-3-yl)(2-(trifluoromethyl)phenyl)methanone